C(C)NC(=O)C1=CC=CC=C1 4-(ethylcarbamoyl)benzene